[Ti+4].[O-2].[Ti+4].[O-2].[O-2].[O-2] titanium oxide titanium(IV)